C(CCC=CCCCCCCC)C1C(OC(C1)=O)=O 3-[dodec-4-enyl]Tetrahydrofuran-2,5-dione